(S)-2-(4-((R)-2-fluoro-9-hydroxy-9-(trifluoromethyl)-9H-fluoren-4-yl)-1H-pyrazole-1-yl)-N'-(4-fluorophenyl)propanehydrazide FC1=CC=2[C@](C3=CC=CC=C3C2C(=C1)C=1C=NN(C1)[C@H](C(=O)NNC1=CC=C(C=C1)F)C)(C(F)(F)F)O